CC=1C(=C(C=CC1)C1CCCCC1)C1CCCC1 methyl-cyclopentyl-cyclohexylbenzene